C12C3C=CC(C2CCC1)C3 Tricyclo[4.3.0.12,5]-3-decene